Trans-1-(3-fluoropiperidin-4-yl)-3-(4-phenoxyphenyl)-1H-pyrazolo[3,4-d]pyrimidin-4-amine trifluoroacetate FC(C(=O)O)(F)F.F[C@@H]1CNCC[C@H]1N1N=C(C=2C1=NC=NC2N)C2=CC=C(C=C2)OC2=CC=CC=C2